SC(C(C)=O)C 3-mercapto-2-butanone